tert-butyl (S)-2-(1-(trifluoromethyl)cyclopropane-1-carbonyl)-2,6-diazaspiro[3.4]octane-8-carboxylate FC(C1(CC1)C(=O)N1CC2(C1)CNC[C@H]2C(=O)OC(C)(C)C)(F)F